OC1=C(C=NNC(C2=CC=CC=C2)=O)C=CC=C1 N'-(2-hydroxybenzylidene)benzohydrazide